N-(7-oxo-7-((4-phenylthiazol-2-yl)amino)heptyl)cyclopropanecarboxamide O=C(CCCCCCNC(=O)C1CC1)NC=1SC=C(N1)C1=CC=CC=C1